tert-butyl (R)-3-cyano-3-((6-(5-(((1-(2,5-difluoropyridin-3-yl)ethoxy)carbonyl)amino)-1-methyl-1H-1,2,3-triazol-4-yl)pyridin-3-yl)carbamoyl)azetidine-1-carboxylate C(#N)C1(CN(C1)C(=O)OC(C)(C)C)C(NC=1C=NC(=CC1)C=1N=NN(C1NC(=O)O[C@H](C)C=1C(=NC=C(C1)F)F)C)=O